C1(CCCCC1)NC(=O)N1CCN(CC1)C\C=C(/C)\C1=CC=CC=C1 (E)-N-cyclohexyl-4-(3-phenylbut-2-en-1-yl)piperazine-1-carboxamide